C1(=CC=C(C=C1)CC1=C(C(=C(C(=C1)C)O)C)C)CC1=C(C(=C(C(=C1)C)O)C)C 4'-[1,4-phenylenedimethylene]bis[2,3,6-trimethylphenol]